N-[3-[1H-imidazol-4-ylmethyl(methyl)amino]phenyl]-N-isobutyl-2-methyl-benzamide N1C=NC(=C1)CN(C=1C=C(C=CC1)N(C(C1=C(C=CC=C1)C)=O)CC(C)C)C